methyl 5-(3-cyclopropylpropionyl)-2-fluorophenylcarbamate C1(CC1)CCC(=O)C=1C=CC(=C(C1)NC(OC)=O)F